2-chloro-6-(3-fluoroazetidin-1-yl)-4-(4-(2-methoxyethoxy)phenyl)pyridine-3,5-dicarbonitrile ClC1=NC(=C(C(=C1C#N)C1=CC=C(C=C1)OCCOC)C#N)N1CC(C1)F